NC=1C2=C(N=CN1)N(C=C2C2=CC(=C(C=C2)NC(=O)NC2=CC(=NO2)C2(CCC2)C)F)C2CC2 1-(4-(4-amino-7-cyclopropyl-7H-pyrrolo[2,3-d]pyrimidin-5-yl)-2-fluorophenyl)-3-(3-(1-methylcyclobutyl)isoxazol-5-yl)urea